C(C)(C)(C)OC(=O)N1[C@@H](CC(C1)=CC1=CC=C(C=C1)C)C(=O)O (S)-1-(tert-butoxycarbonyl)-4-(4-methylbenzylidene)pyrrolidine-2-carboxylic acid